Dioxol-5-carboxylic acid inden-2-ylamide C1C(=CC2=CC=CC=C12)NC(=O)C1=COCO1